4-(3-(4-aminopiperidin-1-yl)-5-(6-ethylpyridin-3-yl)-1H-pyrazol-1-yl)benzonitrile NC1CCN(CC1)C1=NN(C(=C1)C=1C=NC(=CC1)CC)C1=CC=C(C#N)C=C1